OCCNC(=O)C=1N(C2=CC(=CC=C2C1)NC1=CC=C(C=C1)OC)CC(=O)C1=CC=C(C=C1)OC N-(2-hydroxyethyl)-1-(2-(4-methoxyphenyl)-2-oxoethyl)-6-((4-methoxyphenyl)amino)-1H-indole-2-carboxamide